ONC(=O)CCCCCCC(=O)N1CCNCC1 4-[7-(hydroxycarbamoyl)heptanoyl]Piperazine